F[C@H]1[C@H](CNC1)NC=1C=C2CN3[C@@H](C2=CC1)CN(C[C@H]3C)C=3C=CC(=C1N=CSC13)C#N 7-[(4R,10bS)-8-[[(3S,4R)-4-fluoropyrrolidin-3-yl]-amino]-4-methyl-3,4,6,10b-tetrahydro-1H-pyrazino[2,1-a]isoindol-2-yl]-1,3-benzothiazole-4-carbonitrile